(2R,3R,4R,5R,6R)-5-acetamido-2-(acetoxymethyl)-6-(2-(2-(2-(((2-cyanoethoxy)(diisopropylamino)phosphino)oxy)ethoxy)ethoxy)ethoxy)tetrahydro-2H-pyran-3,4-diyl diacetate C(C)(=O)O[C@H]1[C@H](O[C@H]([C@@H]([C@H]1OC(C)=O)NC(C)=O)OCCOCCOCCOP(N(C(C)C)C(C)C)OCCC#N)COC(C)=O